4-(3-(6-((difluoromethyl)sulfonyl)-2-methoxypyridin-3-yl)-4-fluorophenyl)-7-ethyl-7H-Imidazo[4,5-c]Pyridazine FC(S(=O)(=O)C1=CC=C(C(=N1)OC)C=1C=C(C=CC1F)C=1C2=C(N=NC1)N(C=N2)CC)F